OC=1C=C(C(=O)N2CC3(CC2)CCC(CC3)NCC(=O)NCC(F)(F)F)C=CC1C 2-{[(5r,8r)-2-(3-hydroxy-4-methylbenzoyl)-2-azaspiro[4.5]decan-8-yl]amino}-N-(2,2,2-trifluoroethyl)acetamide